4-bromo-N,N-dimethyl-1H-indol-7-amine BrC1=C2C=CNC2=C(C=C1)N(C)C